OCC1=CC(C(=CO1)OCC1=CC=C(C#N)C=C1)=O 4-((6-(hydroxymethyl)-4-oxo-4H-pyran-3-yloxy)methyl)benzonitrile